C(#N)C1=CNC2=C(C=C(C(=C12)CN1N=C2C=C(C=CC2=C1)C#N)OC)C 2-((3-cyano-5-methoxy-7-methyl-1H-indol-4-yl)methyl)-2H-indazole-6-carbonitrile